C[C@]12C3CC[C@@]4(C(=CCC4C3CC=C2C[C@H](CC1)NC(=O)N1CC=NC=C1)N1N=NC=C1)C N-((3S,10R,13S)-10,13-dimethyl-17-(1H-1,2,3-triazol-1-yl)-2,3,4,7,8,9,10,11,12,13,14,15-dodecahydro-1H-cyclopenta[a]phenanthren-3-yl)pyrazine-4-carboxamide